O1COC2=C1C=CC=C2CN2[C@H](C[C@@H](C2)F)C(=O)OCC ethyl (2R,4S)-1-(1,3-benzodioxol-4-ylmethyl)-4-fluoro-pyrrolidine-2-carboxylate